4-(4-{[5-(4-Fluoro-phenyl)-2-methylthio-oxazole-4-carbonyl]-amino}-phenoxy)-pyridine-2-carboxylic acid FC1=CC=C(C=C1)C1=C(N=C(O1)SC)C(=O)NC1=CC=C(OC2=CC(=NC=C2)C(=O)O)C=C1